dimethyl-N'-(2-tert-butyl-4-(4-trifluoromethoxyphenyl)thiazol-5-yl-methyl)ethylenediamine CN(CCNCC1=C(N=C(S1)C(C)(C)C)C1=CC=C(C=C1)OC(F)(F)F)C